2-(4-(4-(tert-butyl-diphenyl-siloxy)benzyl)styryl)quinoline C(C)(C)(C)[Si](OC1=CC=C(CC2=CC=C(C=CC3=NC4=CC=CC=C4C=C3)C=C2)C=C1)(C1=CC=CC=C1)C1=CC=CC=C1